ClC1=C2C(=NC(=C1)Cl)N(N=C2C(C)C)C 4,6-dichloro-3-isopropyl-1-methyl-pyrazolo[3,4-b]pyridine